4-({[(tert-butoxy)carbonyl](methyl)amino}methyl)benzoic acid methyl ester COC(C1=CC=C(C=C1)CN(C)C(=O)OC(C)(C)C)=O